2-(1-pyrrolidinyl)acetic acid N1(CCCC1)CC(=O)O